7-methoxy-2,9-dihydro-β-carbolin-1-one COC1=CC=C2C=3C=CNC(C3NC2=C1)=O